3-amino-N-[(2-bromo-4-(heptafluoropropan-2-yl)-6-(trifluoromethyl)phenyl)]-4-fluorobenzamide NC=1C=C(C(=O)NC2=C(C=C(C=C2C(F)(F)F)C(C(F)(F)F)(C(F)(F)F)F)Br)C=CC1F